7-(4-cyclopropyl-6-methoxypyrimidin-5-yl)-1-(3-fluoro-4-(1-methyl-4-(trifluoromethyl)-1H-imidazol-2-yl)benzyl)-3,4-dihydropyrimido[4,5-d]pyrimidin-2(1H)-one C1(CC1)C1=NC=NC(=C1C1=NC=C2C(=N1)N(C(NC2)=O)CC2=CC(=C(C=C2)C=2N(C=C(N2)C(F)(F)F)C)F)OC